2,3-diisopropyl-2,3-dihydroxybutane C(C)(C)C(C)(C(C)(O)C(C)C)O